glyceryl ether isostearate C(CCCCCCCCCCCCCCC(C)C)(=O)O.C(C(O)CO)OCC(O)CO